(R)-4-(4-acetylpiperazin-1-yl)-3-(4-methylphenyl)-N-((R)-1-(2-(trifluoromethyl)pyrimidin-5-yl)ethyl)-4,5-dihydro-1H-pyrazole-1-carboxamide C(C)(=O)N1CCN(CC1)[C@H]1C(=NN(C1)C(=O)N[C@H](C)C=1C=NC(=NC1)C(F)(F)F)C1=CC=C(C=C1)C